3-(2-(5-(1-(3,5-difluorophenyl)ethoxy)-1H-indazol-3-yl)-4,6-dihydropyrrolo[3,4-d]imidazol-5(1H)-yl)-N,N-dimethylcyclohexan-1-amine FC=1C=C(C=C(C1)F)C(C)OC=1C=C2C(=NNC2=CC1)C1=NC2=C(N1)CN(C2)C2CC(CCC2)N(C)C